N[C@@H](C)C=1C(NC2=CC(=C(C=C2C1)Cl)O[C@H](C)C1=NC=CC=C1)=O 3-((S)-1-aminoethyl)-6-chloro-7-((R)-1-(pyridin-2-yl)ethoxy)quinolin-2(1H)-one